FC(CO)(C(C(F)(F)F)F)F 2,2,3,4,4,4-hexafluoro-1-butanol